FC(C=1C=CC(=NC1)OC1=CC=C(N)C=C1)(F)F 4-((5-(trifluoromethyl)pyridin-2-yl)oxy)aniline